ClC1=CC=C(C=C1)C=1N=C2N(C=CC=C2)C1CN1C2CN(CC1CC2)C(=O)C2=C(C=CC(=C2)F)C (8-{[2-(4-Chlorophenyl)imidazo[1,2-a]pyridin-3-yl]methyl}-3,8-diazabicyclo[3.2.1]oct-3-yl)(5-fluoro-2-methylphenyl)methanone